COC1=C(C(=CC=C1)N(C[C@@H]1CNCCO1)C)C1=CC(=NN1)NC=1N=CC(=NC1)C#N (S)-5-((5-(2-methoxy-6-(methyl(morpholin-2-ylmethyl)amino)phenyl)-1H-pyrazol-3-yl)amino)pyrazine-2-carbonitrile